N1CCC(C2=CC=CC=C12)C(=O)N 1,2,3,4-tetrahydroquinoline-4-carboxamide